CN(CCCN=C=NCC)C N-(3-dimethylamino-propyl)-N'-ethyl-carbodiimide